8-ethoxy-2-(1-methyl-2-oxabicyclo[2.2.1]hept-4-yl)imidazo[1,2-a]pyrazine-6-carboxylic acid C(C)OC=1C=2N(C=C(N1)C(=O)O)C=C(N2)C21COC(CC2)(C1)C